N-[(3R)-1-(2-{4-[(tert-butyldimethylsilyl)oxy]piperidin-1-yl}ethyl)piperidin-3-yl]-6-[2-(ethoxymethoxy)-6-methyl-4-(trifluoromethyl)phenyl]pyridazin-3-amine [Si](C)(C)(C(C)(C)C)OC1CCN(CC1)CCN1C[C@@H](CCC1)NC=1N=NC(=CC1)C1=C(C=C(C=C1C)C(F)(F)F)OCOCC